2,4-Di-tert-butyl-6-[2-methyl-1-(2-phenyl-1H-inden-3-yl)prop-1-en-1-yl]phenol C(C)(C)(C)C1=C(C(=CC(=C1)C(C)(C)C)C(=C(C)C)C1=C(CC2=CC=CC=C12)C1=CC=CC=C1)O